C(C1=CC=CC=C1)OC(N[C@H](C(=O)NC=1C(N(C=CC1)CC1=NC2=C(N1)C=CC=C2)=O)CC\C=C\C(=O)N(C)C)=O Benzyl-(S,E)-(1-((1-((1H-benzo[d]imidazol-2-yl)methyl)-2-oxo-1,2-dihydropyridin-3-yl)amino)-7-(dimethylamino)-1,7-dioxohept-5-en-2-yl)carbamat